4-(4-hydroxybenzylidene)aminobenzoic acid OC1=CC=C(C=NC2=CC=C(C(=O)O)C=C2)C=C1